(R)-6,7,7a,8,9,10-hexahydropyrido[2,3-f]pyrrolo[2,1-d][1,2,5]thiadiazepine 5,5-dioxide N1=CC=CC2=C1N1[C@@H](CNS2(=O)=O)CCC1